C(C)OS(=O)(=O)OCC.CN(C)CCC=C(C(=O)O)C N,N-Dimethylaminoethyl-methacrylic acid diethyl-sulfate